C1(=CCCCC1)CCC(=O)OCC ETHYL 3-(1-CYCLOHEXEN-1-YL)PROPANOATE